4-[2-(6,6-dimethyl-4,5,6,7-tetrahydro 1H-indazol-3-yl)-1H-indole-6-carbonyl]-2-methylpiperazine-1-carboxylate CC1(CCC=2C(=NNC2C1)C=1NC2=CC(=CC=C2C1)C(=O)N1CC(N(CC1)C(=O)[O-])C)C